N1(C=NC=C1)C(=S)N1C=NC=C1 1-(1H-imidazole-1-thiocarbonyl)-1H-imidazole